6-Amino-N-(5-(3-(3,3-Dimethylbutoxy)phenyl)-4-(2-isopropylphenyl)thiazol-2-yl)pyridine-2-sulfonamide NC1=CC=CC(=N1)S(=O)(=O)NC=1SC(=C(N1)C1=C(C=CC=C1)C(C)C)C1=CC(=CC=C1)OCCC(C)(C)C